2-(2-(cyclopropylmethyl)-3-(3,5-difluoro-4-sulfamoylbenzyl)-4-(3-((5-methylthiophen-2-yl)ethynyl)phenyl)-1H-pyrrol-1-yl)thiazole-4-carboxylic acid C1(CC1)CC=1N(C=C(C1CC1=CC(=C(C(=C1)F)S(N)(=O)=O)F)C1=CC(=CC=C1)C#CC=1SC(=CC1)C)C=1SC=C(N1)C(=O)O